3-tert-butyl-N-{2-[2-(1-ethyl-5-methyl-1H-pyrazol-4-yl)-3H-imidazo[4,5-b]pyridin-7-yl]-6,7,8,9-tetrahydro-5H-benzo[7]annulen-5-yl}-1,2,4-oxadiazole-5-carboxamide C(C)(C)(C)C1=NOC(=N1)C(=O)NC1CCCCC2=C1C=CC(=C2)C2=C1C(=NC=C2)NC(=N1)C=1C=NN(C1C)CC